(S)-4-(4-hydroxypiperidine-1-carbonyl)-N-(3-(1-((4-methyl-4H-1,2,4-triazol-3-yl)thio)ethyl)phenyl)picolinamide OC1CCN(CC1)C(=O)C1=CC(=NC=C1)C(=O)NC1=CC(=CC=C1)[C@H](C)SC1=NN=CN1C